2-[4-(chloromethyl)phenyl]-5-fluoro-3-isopropoxypyridine ClCC1=CC=C(C=C1)C1=NC=C(C=C1OC(C)C)F